4-((E)-((E)-4-((E)-3-(4-bromophenyl)acryloyloxy)-3-methoxybenzylidene)amino)benzoic acid BrC1=CC=C(C=C1)/C=C/C(=O)OC1=C(C=C(\C=N\C2=CC=C(C(=O)O)C=C2)C=C1)OC